COC1=CC=C(C=C1)N1C=NC=2C1=NC=C(C2)C(=O)O 3-(4-methoxyphenyl)-3H-imidazo[4,5-b]Pyridine-6-carboxylic acid